C(C)(C)(C)C(=O)N1CC(C(CC1)=C)(C(=O)O)C 1-(tert-butylcarbonyl)-3-methyl-4-methylenepiperidine-3-carboxylic acid